Ethyl 3-(3-((tert-butoxycarbonyl)amino)thiophen-2-yl)-4-nitrobutanoate C(C)(C)(C)OC(=O)NC1=C(SC=C1)C(CC(=O)OCC)C[N+](=O)[O-]